C=12C=3C=NN(CCOC(NCCCOC=4C=CC(NN1)=C2C4)=O)N3 8,14-dioxa-4,5,10,19,20,23-hexaazatetracyclo[13.5.2.12,5.018,21]tricosa-1(20),2(23),3,15(22),16,18(21)-hexaen-9-one